5-chloro-1-[tricyclo[3.3.1.13,7]dec-1-ylmethyl]-1H-pyrazole ClC1=CC=NN1CC12CC3CC(CC(C1)C3)C2